Dithiobenzoic acid 1-cyano-1-methyl-4-oxo-4-(2-thioxothiazolidin-3-yl)butyl ester C(#N)C(CCC(N1C(SCC1)=S)=O)(C)SC(C1=CC=CC=C1)=S